[BH4-].C(C)(=O)OC([N+](C)(C)C)(OC(C)=O)OC(C)=O triacetoxytetramethyl-ammonium borohydride